3-pentadecyl-5-(4,4,5,5-tetramethyl-1,3,2-dioxaborolan-2-yl)phenol C(CCCCCCCCCCCCCC)C=1C=C(C=C(C1)B1OC(C(O1)(C)C)(C)C)O